ClC1=NC=CC=C1N1C(N=C(C2=CC=C(C=C12)C1CC1)OC)=O 1-(2-chloropyridin-3-yl)-7-cyclopropyl-4-methoxyquinazolin-2(1H)-one